n-undecyl-cyclooctane C(CCCCCCCCCC)C1CCCCCCC1